2,3-dimethyl-6-nitroindazole CN1N=C2C=C(C=CC2=C1C)[N+](=O)[O-]